C(C)(=O)O[C@@H]1[C@H](O[C@@H]([C@@H]([C@H]1OC(C)=O)OC(C)=O)OC(C(Cl)(Cl)Cl)=N)C(=O)OC (2S,3S,4S,5R,6R)-2-(methoxycarbonyl)-6-(2,2,2-trichloro-1-iminoethoxy)tetrahydro-2H-pyran-3,4,5-triyl triacetate